[Br-].[Br-].NC1=CC=C(C=C1)N1C=CC(C=C1)=C1C=CN(C=C1)C1=CC=C(C=C1)N 1,1'-bis(4-aminophenyl)-4,4'-bipyridine dibromide